((1S,2R)-2-(((2-bromo-5-(trifluoromethyl)pyrazolo[1,5-a]pyrimidin-7-yl)amino)methyl)-2-(pyridin-2-yl)cyclopropyl)methanol BrC1=NN2C(N=C(C=C2NC[C@@]2([C@H](C2)CO)C2=NC=CC=C2)C(F)(F)F)=C1